6-Amino-3-chlorobenzonitrile NC1=CC=C(C=C1C#N)Cl